5-amino-1-(2-fluoro-2-methylpropyl)indolin-2-one NC=1C=C2CC(N(C2=CC1)CC(C)(C)F)=O